(S)-2-methyl-1-(2'-methyl-[1,1'-biphenyl]-4-carbonyl)-4-oxopyrrolidine-2-carboxylic acid methyl ester COC(=O)[C@]1(N(CC(C1)=O)C(=O)C1=CC=C(C=C1)C1=C(C=CC=C1)C)C